FC1=CC=C(C=C1)N1C(=C(C2=C(C=CC=C12)O)C1=CC=C(C(=O)O)C=C1)C12CCC(CC1)(C2)OC 4-[1-(4-fluorophenyl)-4-hydroxy-2-(4-methoxynorbornan-1-yl)indol-3-yl]benzoic acid